ClC1=NC(=C(C(=N1)N1[C@H](CN(CC1)C(=O)OC(C)(C)C)C)[N+](=O)[O-])C Tert-butyl (S)-4-(2-chloro-6-methyl-5-nitropyrimidin-4-yl)-3-methylpiperazine-1-carboxylate